4-(N-(5-(tert-butyl)-3-cyclopropyl-2-methoxybenzyl)-2-(N-(4-chlorobenzyl)-(2,3,4,5,6-pentafluorophenyl)sulfonamido)acetamido)-2-hydroxybenzoic acid C(C)(C)(C)C=1C=C(C(=C(CN(C(CN(S(=O)(=O)C2=C(C(=C(C(=C2F)F)F)F)F)CC2=CC=C(C=C2)Cl)=O)C2=CC(=C(C(=O)O)C=C2)O)C1)OC)C1CC1